5-(2-(4,4-difluoroazepan-1-yl)-7-fluoroquinoline-3-carboxamido)furan-2-carboxylic acid FC1(CCN(CCC1)C1=NC2=CC(=CC=C2C=C1C(=O)NC1=CC=C(O1)C(=O)O)F)F